N-(4-fluoro-5-(2-morpholino-1,4,5,6-tetrahydropyrimidin-5-yl)-2-((3R,5S)-3,4,5-trimethylpiperazin-1-yl)phenyl)-6-oxo-4-(trifluoromethyl)-1,6-dihydropyridine FC1=CC(=C(C=C1C1CN=C(NC1)N1CCOCC1)N1C=CC(=CC1=O)C(F)(F)F)N1C[C@H](N([C@H](C1)C)C)C